4-benzyl 9-tert-butyl 1-oxa-4,9-diazaspiro[5.5]undecane-4,9-dicarboxylate O1CCN(CC12CCN(CC2)C(=O)OC(C)(C)C)C(=O)OCC2=CC=CC=C2